C[C@H](/C=C/[C@H](C)C(C)(C)O)[C@H]1CC[C@@H]\\2[C@@]1(CCC/C2=C\\C=C3C[C@H](C[C@@H](C3)O)O)C The molecule is a seco-cholestane and a hydroxy seco-steroid. It has a role as an antiparathyroid drug. It derives from a vitamin D2.